(1-((4-dimethylamino-3-((3-(thiazol-2-yl)benzyl)carbamoyl)phenyl)amino)-1-carbonylpropan-2-yl)carbamic acid tert-butyl ester C(C)(C)(C)OC(NC(C(=C=O)NC1=CC(=C(C=C1)N(C)C)C(NCC1=CC(=CC=C1)C=1SC=CN1)=O)C)=O